N1CC(C1)CN1N=CC(=C1)C1=CN=C2C=CC(=NC2=C1)C=1C(=NNC1)C1=C(C=CC(=C1)Cl)F 7-[1-(azetidin-3-ylmethyl)pyrazol-4-yl]-2-[3-(5-chloro-2-fluoro-phenyl)-1H-pyrazol-4-yl]-1,5-naphthyridine